FC(OC1=CC(=C(C=C1F)NS(=O)(=O)C1=CNC=C1CC1=CC(=CC=C1)F)F)F N-[4-(difluoromethoxy)-2,5-difluorophenyl]-4-[(3-fluorophenyl)methyl]-1H-pyrrole-3-sulfonamide